mercaptopropyltrimethoxysilane SCCC[Si](OC)(OC)OC